C(CCCC(C(=O)[O-])C(O)(C(=O)[O-])C(C(=O)[O-])(CCCCCC)CCCCCC)C(C(=O)[O-])C(O)(C(=O)[O-])C(C(=O)[O-])(CCCCCC)CCCCCC butane-1,4-diylbis(dihexyl citrate)